trans-3,4-dihydrocoumarin O1C(=O)CCC2=CC=CC=C12